FC(OC1=CC=CC=2C(N[C@H]3C=4N([C@@H](C21)C3)C3=C(N4)C=C(C(=C3)C=3C=NC(=NC3)[C@H](C)CCO)F)=O)F |o1:29| (7R,14R)-1-(difluoromethoxy)-10-fluoro-11-(2-((2R*)-hydroxybutan-2-yl)pyrimidin-5-yl)-6,7-dihydro-7,14-methanobenzo[f]benzo[4,5]imidazo[1,2-a][1,4]diazocin-5(14H)-one